(E)-11-Benzylidene-7,7-dimethyl-2,3,5b,7,8,11,11a,12-octahydro-9H-[1,4]dioxino[2',3':5,6]indeno[1,2-c]pyrazolo[1,2-a]pyrazol-9-one C(/C1=CC=CC=C1)=C\1/C2C(N3N1C(CC3(C)C)=O)C=3C=C1C(=CC3C2)OCCO1